N[C@H](C)NC(=O)[C@@H]1[C@H]2C([C@H]2CN1C([C@H](C(C)(C)C)NC(C(F)(F)F)=O)=O)(C)C (1R,2S,5S)-N-((S)-1-aminoethyl)-3-((S)-3,3-dimethyl-2-(2,2,2-trifluoroacetamido)butanoyl)-6,6-dimethyl-3-azabicyclo[3.1.0]hexane-2-carboxamide